BrC=1N(N=C2C(N(CCC21)C(C(F)F)C)=O)CC2=C(C=CC=C2F)F 3-bromo-2-(2,6-difluorobenzyl)-6-(1,1-difluoropropan-2-yl)-2,4,5,6-tetrahydro-7H-Pyrazolo[3,4-c]pyridin-7-one